N-[(3R,4S)-4-fluoro-1-(4-fluorobenzoyl)pyrrolidin-3-yl]-2-(deutero)methoxypyridine-3-carboxamide F[C@@H]1[C@@H](CN(C1)C(C1=CC=C(C=C1)F)=O)NC(=O)C=1C(=NC=CC1)OC[2H]